COC1=CC=C2CC3(CCNCC3)C(C2=C1)N 6-methoxy-1,3-dihydrospiro[indene-2,4'-piperidine]-1-amine